N-(5-(3,4-dihydro-2H-pyrido[3,2-b][1,4]oxazin-8-yl)-1H-pyrazol-3-yl)-5-(piperidin-4-ylmethyl)-5H-pyrrolo[2,3-b]pyrazin-3-amine O1C2=C(NCC1)N=CC=C2C2=CC(=NN2)NC2=CN=C1C(=N2)N(C=C1)CC1CCNCC1